C1(CCCC1)NC(=O)NCC1=CC(=NC=C1)OC(F)F cyclopentyl-3-[[2-(difluoromethoxy)pyridin-4-yl]methyl]urea